N-(4-cyanophenyl)acetohydroxamic acid CC(=O)N(C1=CC=C(C=C1)C#N)O